N-iso-Pentyl-4-methoxy-1H-benzo[d]imidazole-1-carboxamide C(CC(C)C)NC(=O)N1C=NC2=C1C=CC=C2OC